3-(5-chloro-6-oxo-1-(tetrahydro-2H-pyran-2-yl)-1,6-dihydropyridazin-4-yl)propyl acetate C(C)(=O)OCCCC=1C=NN(C(C1Cl)=O)C1OCCCC1